O1CC[C@@H](C2=CC=CC=C12)NC(=O)C=1C(=C2C=CN=C(C2=CC1)C1=CC(=CC(=C1)Cl)Cl)N(C)C N-[(4S)-chroman-4-yl]-1-(3,5-dichlorophenyl)-5-(dimethylamino)isoquinoline-6-carboxamide